1-(2-((2,6-dimethylphenyl)Amino)-2-oxoethyl)-1-(4-(methoxycarbonyl)Benzyl)piperidin-1-ium bromide [Br-].CC1=C(C(=CC=C1)C)NC(C[N+]1(CCCCC1)CC1=CC=C(C=C1)C(=O)OC)=O